N-[4-[2-[4-(tert-butoxycarbonylamino)cyclohexen-1-yl]thiazol-5-yl]-3-(tert-butylsulfamoyl)phenyl]carbamic acid isopropyl ester C(C)(C)OC(NC1=CC(=C(C=C1)C1=CN=C(S1)C1=CCC(CC1)NC(=O)OC(C)(C)C)S(NC(C)(C)C)(=O)=O)=O